N[C@H](CC1=CC=2N=NC(=C(C2S1)NCC1=CC=CC=C1)Br)C 6-[(2S)-2-aminopropyl]-N-benzyl-3-bromothieno[3,2-c]pyridazin-4-amine